(S)-2-(2,3,9-trimethyl-4-(4-(2-(piperidin-4-yloxy)ethoxy)phenyl)-6H-thieno[3,2-f][1,2,4]triazolo[4,3-a][1,4]diazepin-6-yl)acetic acid CC1=C(C=2C(=N[C@H](C=3N(C2S1)C(=NN3)C)CC(=O)O)C3=CC=C(C=C3)OCCOC3CCNCC3)C